Cl[SiH](N[Si](C)(C)C)Cl 1,1-dichloro-3,3,3-trimethyldisilazane